NC1=CC=C(C=N1)/C=C/C(=O)NCC=1OC2=C(C1)C=C(C=C2OC(F)(F)F)C2=NC=C(C=C2)C(=O)N2CCC(CC2)(F)F (E)-3-(6-aminopyridin-3-yl)-N-((5-(5-(4,4-difluoropiperidine-1-carbonyl)pyridin-2-yl)-7-(trifluoromethoxy)benzofuran-2-yl)methyl)acrylamide